FC=1C=CC(=NC1C)CO (5-fluoro-6-methylpyridin-2-yl)methanol